(2S,3S,4S,5S,6R)-3-(benzylamino)-4,5-bis(benzyloxy)-6-((benzyloxy)methyl)-2-phenyl-1,2-oxaphosphorinane C(C1=CC=CC=C1)N[C@H]1[P@@](O[C@@H]([C@H]([C@@H]1OCC1=CC=CC=C1)OCC1=CC=CC=C1)COCC1=CC=CC=C1)C1=CC=CC=C1